3-fluoro-7-methoxy-1-methyl-9-(2-(piperidin-1-yl)ethyl)-9H-pyrido[3,4-b]indole FC1=CC2=C(N(C3=CC(=CC=C23)OC)CCN2CCCCC2)C(=N1)C